benzyl (6R)-6-{[7-cyano-2-(1-methyl-1H-pyrazol-4-yl) [1,2,4]triazolo[1,5-c]quinazolin-5-yl] amino}-5-oxo-1,4-diazepane-1-carboxylate C(#N)C1=CC=CC=2C=3N(C(=NC12)N[C@H]1C(NCCN(C1)C(=O)OCC1=CC=CC=C1)=O)N=C(N3)C=3C=NN(C3)C